2-[[2-(2-azidoethyl)-5-bromo-pyrrolo[3,2-b]pyridin-1-yl]methoxy]ethyl-trimethyl-silane N(=[N+]=[N-])CCC1=CC2=NC(=CC=C2N1COCC[Si](C)(C)C)Br